(6R,7S)-6-(3-methoxyphenyl)-4-azaspiro[2.4]heptane-7-carbonitrile TFA salt OC(=O)C(F)(F)F.COC=1C=C(C=CC1)[C@@H]1CNC2(CC2)[C@H]1C#N